N1CC(CC1)CC#N 2-(pyrrolidine-3-yl)acetonitrile